2-[3-(4-chloro-3-fluorophenyl)-1-ethyl-1H-1,2,4-triazol-5-yl]-N-[(2,6-dimethylpyridin-4-yl)methyl]acetamide ClC1=C(C=C(C=C1)C1=NN(C(=N1)CC(=O)NCC1=CC(=NC(=C1)C)C)CC)F